(2S,3S,4R,5R)-5-(6-(benzylamino)-2-(5-methoxypyridin-3-yl)-9H-purin-9-yl)-3,4-dihydroxyl-N'-methyltetrahydrofuran-2-carbohydrazide C(C1=CC=CC=C1)NC1=C2N=CN(C2=NC(=N1)C=1C=NC=C(C1)OC)[C@H]1[C@@H]([C@@H]([C@H](O1)C(=O)NNC)O)O